CC(=O)N[C@@H]1[C@H]([C@@H]([C@H](O[C@H]1OCCC[NH3+])CO[C@H]2[C@@H]([C@H]([C@@H]([C@H](O2)CO)O[C@H]3[C@@H]([C@H]([C@H]([C@H](O3)C(=O)[O-])O)O)O)O)O)O[C@H]4[C@@H]([C@H]([C@H]([C@H](O4)CO)O)O)O)O The molecule is a glycoside that is beta-D-Gal-(1->4)-[beta-D-GalA(-)-(1->4)-beta-D-Glc-(1->6)]-beta-D-GlcNAc in which the hydroxy group at the reducing-end anomeric centre is replaced by a 3-azaniumylpropyl group. It derives from a beta-D-Galp-(1->4)-[beta-D-Galp-(1->4)-beta-D-Glcp-(1->6)]-beta-D-GlcpNAc.